(rac)-N-[5-[2-methyl-4-[(5-methyl-5-azaspiro[2.3]hexan-6-yl)methoxy]pyrazol-3-yl]pyrazolo[1,5-a]pyridin-2-yl]cyclopropanecarboxamide CN1N=CC(=C1C1=CC=2N(C=C1)N=C(C2)NC(=O)C2CC2)OC[C@@H]2N(CC21CC1)C |r|